diethyl-benzenethiol C(C)C=1C(=C(C=CC1)S)CC